Cl.CN1C(=NC2=C1C=CC(=C2)C#CC2=NN(C1=NC=NC(=C12)N)[C@@H]1CN[C@H](C1)COC)C 3-((1,2-dimethyl-1H-benzo[d]imidazol-5-yl)ethynyl)-1-((3S,5R)-5-(methoxymethyl)pyrrolidin-3-yl)-1H-pyrazolo[3,4-d]pyrimidin-4-amine hydrochloride